5-((3-Azido-5-(5-chloro-6-isopropoxypyridin-3-yl)benzyl)oxy)-2-hydroxybenzoic acid N(=[N+]=[N-])C=1C=C(COC=2C=CC(=C(C(=O)O)C2)O)C=C(C1)C=1C=NC(=C(C1)Cl)OC(C)C